O=C1NC(CCC1N1C(C2=CC=CC(=C2C1=O)NC(C(=O)O)CCC)=O)=O ((2-(2,6-Dioxopiperidin-3-yl)-1,3-dioxoisoindolin-4-yl)amino)pentanoic acid